FC(CN1N=CC=2C1=NC(=CN2)N2C(N(C1(C2=O)CCNCC1)CC)=O)F 3-(1-(2,2-difluoroethyl)-1H-pyrazolo[3,4-b]pyrazin-6-yl)-1-ethyl-1,3,8-triazaspiro[4.5]decane-2,4-dione